2-bromo-3'-trifluoromethylacetophenone BrCC(=O)C1=CC(=CC=C1)C(F)(F)F